CCCCCCC(CCCC(CCCCCCC)O)O octadecane-7,11-diol